2-((trimethylsilyl)ethynyl)phenol C[Si](C)(C)C#CC1=C(C=CC=C1)O